ClC=1C=CC(=C(C(=O)O)C1)OC(F)F 5-chloro-2-(difluoromethoxy)benzoic acid